(6S,7S)-N-(2,2-difluoroethyl)-6-((2-fluoro-[1,1'-biphenyl]-3-yl)methyl)-N-methyl-7-(methylsulfonamido)-5-azaspiro[2.4]heptane-5-carboxamide FC(CN(C(=O)N1CC2(CC2)[C@@H]([C@@H]1CC=1C(=C(C=CC1)C1=CC=CC=C1)F)NS(=O)(=O)C)C)F